CNC(=O)C1=CC=C2C(=NC=NC2=C1)N1CCC(CC1)CCNS(N)(=O)=O N-methyl-4-(4-(2-(sulfamoylamino)ethyl)piperidin-1-yl)quinazoline-7-carboxamide